N-(3-((5-(5-fluoropyridin-3-yl)-2-((1-methyl-1H-pyrazol-4-yl)amino)pyrimidin-4-yl)oxy)phenyl)acrylamide FC=1C=C(C=NC1)C=1C(=NC(=NC1)NC=1C=NN(C1)C)OC=1C=C(C=CC1)NC(C=C)=O